N1=CC(=CC=C1)NC1=NOC2=C1C(=CC=C2)OCC2=CC(=NC=C2)C2=CC=CC=C2 3-(pyridin-3-ylamino)-4-((2-phenylpyridin-4-yl)methoxy)-benzo[d]isoxazole